C1(CCCC1)=CCC/C(=C/CC/C(=C/CC[C@]1(OC2=C(C(=C(C(=C2CC1)C)O)C)C)C)/C)/C (R)-2-((3E,7E)-11-cyclopentylidene-4,8-dimethylundecane-3,7-dien-1-yl)-2,5,7,8-tetramethylchroman-6-ol